ClC1=C(C=NO)C=CC(=C1)Cl 2,4-dichlorobenzaldehyde oxime